4-[[4-(4,4,5,5-tetramethyl-1,3,2-dioxaborolan-2-yl)phenyl]methyl]morpholine CC1(OB(OC1(C)C)C1=CC=C(C=C1)CN1CCOCC1)C